NC1=C(C(=NC=N1)OC1=CC(=C(C=C1)NC(=O)NC1=CC(=NN1C1=CC(=CC=C1)C#N)C(C)(C)C)F)C#N (4-((6-amino-5-cyanopyrimidin-4-yl)oxy)-2-fluorophenyl)-3-(3-(tert-butyl)-1-(3-cyanophenyl)-1H-pyrazol-5-yl)urea